CC1=C2C=CC(=NC2=CC(=C1)C)NN 5,7-dimethylhydrazinoquinoline